C(#N)C1=NC=C(C(=O)O)C(=C1)C1=C(C=CC(=C1)C#N)OC 6-cyano-4-(5-cyano-2-methoxyphenyl)nicotinic acid